[Cl-].C(=O)(O)CCOCCOCC[N+](C)(C)C 2-(2-(2-carboxyethoxy)ethoxy)-N,N,N-trimethylethanaminium chloride